3,5-Diisopropyl-1,2,4-triazole C(C)(C)C1=NNC(=N1)C(C)C